2-(3-methoxyazetidin-1-yl)pyridin COC1CN(C1)C1=NC=CC=C1